FC1=CC=C(C(=O)C2=C(C(=C3C=CC=CN23)N2C(C=CC=C2)=O)C(C2=CC=C(C=C2)F)=O)C=C1 1-(3-(4-fluorobenzoyl)-2-(4-fluorobenzoyl)indolizin-1-yl)pyridin-2(1H)-one